[18-Cyclopropyl-32-methyl-20-oxo-14-oxa-8,9,10,21-tetraazahexacyclo[19.5.3.216,19.13,7.06,10.024,28]dotriaconta-1(26),3(32),4,6,8,16,18,24,27,30-decaen-2-yl]acetic Acid C1(CC1)C=1C=C2COCCCN3N=NC4=C3C=CC(C(C3=CC=C5CCN(C(C1C=C2)=O)CC5=C3)CC(=O)O)=C4C